CC=1C=C(C(=O)NC=C)C=CC1 3-methyl-N-vinylbenzamide